tris-(carboxymethyl)ethylenediamine C(=O)(O)CNCCN(CC(=O)O)CC(=O)O